CC1C(CCC2C1O2)OC(=O)C2(C(C1C(CC2)O1)C)C 3,4-Epoxy-2-methylcyclohexyl-methyl-3,4-epoxy-2-methylcyclohexancarboxylat